4-(2-(2-(2-fluoroethoxy)ethoxy)styryl)-1-methylpyridin-1-ium iodide [I-].FCCOCCOC1=C(C=CC2=CC=[N+](C=C2)C)C=CC=C1